BrC1=C(C=C(C=C1C)[N+](=O)[O-])Cl 2-bromo-1-chloro-3-methyl-5-nitrobenzene